N-(1-(hydroxyamino)-3-methyl-1-oxobutan-2-yl)-1-((2-methyl-[1,1'-biphenyl]-3-yl)methyl)piperidine-3-carboxamide ONC(C(C(C)C)NC(=O)C1CN(CCC1)CC=1C(=C(C=CC1)C1=CC=CC=C1)C)=O